FC=1C=CC(=C(C1)O)C1=C2C(=C(N=N1)N[C@H]1C[C@@H](CC1)O)C=NC=C2 5-fluoro-2-(4-(((1R,3R)-3-hydroxycyclopentyl)amino)pyrido[3,4-d]pyridazin-1-yl)phenol